COC=1C=C(N=NC1OC)N1CCC(CC1)C(C)N1CCC2(CN(C2)C=2N=CN=NC2OC2=C(C(=O)N(C(C)C)CC)C=C(C=C2)F)CC1 2-((5-(7-(1-(1-(5,6-dimethoxypyridazin-3-yl)piperidin-4-yl)ethyl)-2,7-diazaspiro[3.5]nonan-2-yl)-1,2,4-triazin-6-yl)oxy)-N-ethyl-5-fluoro-N-isopropylbenzamide